isostearamide propyl-aminoxide C(CC)N[O-].C(CCCCCCCCCCCCCCC(C)C)(=O)N